C(C)(C)(C)OC(=O)N1C(=C(C2=NC(=CC=C21)C2CCC1(OCCO1)CC2)C(C)C)B2OC(C(O2)(C)C)(C)C tert-Butyl-3-isopropyl-5-(1,4-dioxaspiro[4.5]decan-8-yl)-2-(4,4,5,5-tetramethyl-1,3,2-dioxaborolan-2-yl)-1H-pyrrolo[3,2-b]pyridine-1-carboxylate